Methyl 1-(2-((tert-butyldimethylsilyl) oxy) ethyl)-1H-pyrrole-3-carboxylate [Si](C)(C)(C(C)(C)C)OCCN1C=C(C=C1)C(=O)OC